tert-butyl (S)-3-((4-chlorophthalazin-1-yl)amino)pyrrolidine-1-carboxylate ClC1=NN=C(C2=CC=CC=C12)N[C@@H]1CN(CC1)C(=O)OC(C)(C)C